COC1=C2C=C(NC2=CC=C1)C(=O)N[C@H](C(=O)NC(C(=O)OC)C=1C=NC=CC1)CC(C)C Methyl 2-[[(2S)-2-[(4-methoxy-1H-indole-2-carbonyl)amino]-4-methyl-pentanoyl]amino]-2-(3-pyridyl)acetate